C(C)(C)(C)OC(=O)N1CC(N(CCC1)S(=O)(=O)C1=C2C=CN=CC2=CC=C1)C1CC1 5-((N-tert-butoxycarbonyl-2-cyclopropyl-1,4-diazacycloheptan-1-yl)sulfonyl)isoquinoline